2-(4-bromopyridin-2-yl)-2-phenyl-acetonitrile BrC1=CC(=NC=C1)C(C#N)C1=CC=CC=C1